C1=CC=C(C=2SC3=C(C21)C=CC=C3)C=3C=C(C=CC3)C=3C=CC2=C(C3)C=3C(=NC=1C4=C(C5=C(C1N3)C=CC=C5)C=CC=C4)O2 13-[3-(dibenzothiophen-4-yl)phenyl]dibenzo[f,h][1]benzofuro[2,3-b]quinoxaline